2-phenyl-3-(4-fluorobenzoyloxy)-4H-pyrido[1,2-a]pyrimidin-4-one C1(=CC=CC=C1)C=1N=C2N(C(C1OC(C1=CC=C(C=C1)F)=O)=O)C=CC=C2